4'-Hexoxy-4-cyanobiphenyl C(CCCCC)OC1=CC=C(C=C1)C1=CC=C(C=C1)C#N